((3aR,4R,6R,6aR)-6-(4-chloro-7H-pyrrolo[2,3-d]pyrimidin-7-yl)-2,2-dimethyltetrahydrofuro[3,4-d][1,3]dioxol-4-yl)methyl isobutyrate C(C(C)C)(=O)OC[C@H]1O[C@H]([C@@H]2OC(O[C@@H]21)(C)C)N2C=CC1=C2N=CN=C1Cl